6-chloro-7-[(2R)-2-{[(3-chloropyridin-2-yl)oxy]methyl}pyrrolidin-1-yl]-1-{6-[3-(dimethylamino)azetidin-1-yl]pyridin-3-yl}-4-oxo-1,4-dihydroquinoline-3-carboxylic acid ClC=1C=C2C(C(=CN(C2=CC1N1[C@H](CCC1)COC1=NC=CC=C1Cl)C=1C=NC(=CC1)N1CC(C1)N(C)C)C(=O)O)=O